(S)-N-(2-aminopropyl)-4-(3-methyl-1H-pyrrolo[2,3-b]pyridin-4-yl)-3,4-dihydro-2H-1,4-thiazine-6-carboxamide N[C@H](CNC(=O)C1=CN(CCS1)C1=C2C(=NC=C1)NC=C2C)C